N-[2-(2-aminoethoxy)ethyl]-4-[[3-[1-(cyclopropylmethyl)-3-(trifluoromethyl)pyrazol-4-yl]imidazo[1,2-a]pyrazin-8-yl]amino]-2-ethylbenzamide NCCOCCNC(C1=C(C=C(C=C1)NC=1C=2N(C=CN1)C(=CN2)C=2C(=NN(C2)CC2CC2)C(F)(F)F)CC)=O